N1=CC=CC=CC=CC=C1 Azecine